ClC=1C(=NC(=NC1)NC1=C(C=C(C(=C1)NC(C)C)N1CCC(CC1)N1CCN(CC1)C)OC)NC1=C(C=CC=C1)N(S(=O)(=O)C)C N-(2-((5-chloro-2-((5-(isopropylamino)-2-methoxy-4-(4-(4-methylpiperazin-1-yl)piperidin-1-yl)phenyl)amino)pyrimidin-4-yl)amino)phenyl)-N-methylmethanesulfonamide